C(C)[C@]1(C(OCC=2C(N3CC=4C(=NC=5C=CC=CC5C4CCN(S(=O)(=O)C)C(C)C)C3=CC21)=O)=O)OCSC (S)-N-(2-(4-ethyl-4-((methylthio)methoxy)-3,14-dioxo-3,4,12,14-tetrahydro-1H-pyrano[3',4':6,7]indolizino[1,2-b]quinolin-11-yl)ethyl)-N-isopropylmethanesulfonamide